CC=1CN(C(NN1)=O)NS(=O)(=O)C1=CC=CC=C1 N-(6-methyl-3-oxo-2,3-dihydro-1,2,4-triazin-4(5H)-yl)benzenesulfonamide